((1R,2R)-1-methyl-2-(trifluoromethyl)cyclopropyl)(1-oxa-6-azaspiro[2.5]oct-6-yl)methanone C[C@@]1([C@@H](C1)C(F)(F)F)C(=O)N1CCC2(CO2)CC1